C(C)(C)(C)OC(=O)N1CCC(CC1)(O)CN1C=NC2=C(C1=O)C=C(N2C2=CC1=C(CCO1)C=C2)Cl tert-Butyl-4-((6-chloro-7-(2,3-dihydrobenzofuran-6-yl)-4-oxo-4,7-dihydro-3H-pyrrolo[2,3-d]pyrimidin-3-yl)methyl)-4-hydroxypiperidine-1-carboxylate